2-[5-chloro-2-oxo-4-(trifluoromethyl)-1H-1,6-naphthyridin-3-yl]propanoic acid ClC1=C2C(=C(C(NC2=CC=N1)=O)C(C(=O)O)C)C(F)(F)F